C(C)N1C[C@@H]([C@H](CC1)NC(=O)C1=CC(=CC=2N(C=NC21)CC(F)(F)F)C#CCNC2=C(C=C(C=C2)C(NC)=O)OC)F N-[(3S,4S)-1-Ethyl-3-fluoro-4-piperidyl]-6-[3-[2-methoxy-4-(methylcarbamoyl)anilino]prop-1-ynyl]-1-(2,2,2-trifluoroethyl)benzimidazole-4-carboxamide